4'-bromo-3'-methoxy-2,3,4,5-tetrahydro-1,1'-biphenyl BrC1=C(C=C(C=C1)C=1CCCCC1)OC